N,N-dimethyldodecane-1-amine CN(CCCCCCCCCCCC)C